t-butylaminoethyl(methyl)acrylate C(C)(C)(C)NCCC=C(C(=O)[O-])C